BrC=1C=C(C(=O)NCC2=NC=CC=C2)C=CC1 3-bromo-N-(pyridin-2-ylmethyl)benzamide